NC1=C2C(=NC=N1)N(N=C2C#CC2=CC1=C(N(C=N1)CC)C=C2Cl)[C@@H]2CN(CC2)C(C=C)=O 1-[(3S)-3-{4-amino-3-[2-(6-chloro-1-ethyl-1,3-benzodiazol-5-yl)ethynyl]Pyrazolo[3,4-d]Pyrimidin-1-yl}pyrrolidin-1-yl]Prop-2-en-1-one